4-methoxy-5-(1-methylcyclopropyl)-7H-pyrrolo[2,3-d]pyrimidine COC=1C2=C(N=CN1)NC=C2C2(CC2)C